1-(4-(5-chloro-6-(2-chloro-4-fluoro-5-hydroxyphenyl)-7-fluoro-2,1-benzothiazol-3-yl)-1-piperazinyl)-2-propen-1-one ClC=1C(=C(C=2C(=C(SN2)N2CCN(CC2)C(C=C)=O)C1)F)C1=C(C=C(C(=C1)O)F)Cl